2-[1-[4-[6-(cyclobutoxy)-2-pyridyl]-2-fluoro-phenyl]-4-piperidyl]acetic acid C1(CCC1)OC1=CC=CC(=N1)C1=CC(=C(C=C1)N1CCC(CC1)CC(=O)O)F